NCC(COC1=CC=C(C=C1)CC(=O)N)O 2-[4-(3-amino-2-hydroxypropoxy)phenyl]acetamide